phosphinite oxide [PH2]([O-])=O